(R)-4-bromo-2-methoxy-5-nitro-N-(1-phenylethyl)benzamide BrC1=CC(=C(C(=O)N[C@H](C)C2=CC=CC=C2)C=C1[N+](=O)[O-])OC